BrC1=NC=C(C=C1COC=1C=NC=C(C1)F)Cl 2-bromo-5-chloro-3-{[(5-fluoropyridin-3-yl)oxy]methyl}pyridine